COC=1C=C(C=NC1C#N)OC1C(C(C1(C)C)NC(C)=O)(C)C N-(3-((5-methoxy-6-cyanopyridin-3-yl)oxy)-2,2,4,4-tetramethylcyclobutyl)acetamide